4-(2-{6-chloroimidazo[1,2-a]pyridin-3-yl}pyrimidin-4-yl)-3-methylpiperazine-2-carboxamide ClC=1C=CC=2N(C1)C(=CN2)C2=NC=CC(=N2)N2C(C(NCC2)C(=O)N)C